(3S)-3-[(1R)-5-acetyl-1-(4-chlorophenyl)-7-fluoro-3-oxo-1-[(3S)-oxolan-3-yloxy]-2,3-dihydro-1H-isoindol-2-yl]-3-(4-chlorophenyl)propanoic acid ethyl ester C(C)OC(C[C@@H](C1=CC=C(C=C1)Cl)N1[C@@](C2=C(C=C(C=C2C1=O)C(C)=O)F)(O[C@@H]1COCC1)C1=CC=C(C=C1)Cl)=O